6-bromo-3-((tetrahydro-2H-pyran-2-yl)oxy)quinoline BrC=1C=C2C=C(C=NC2=CC1)OC1OCCCC1